tert-butyl N-[8-bromo-2-(3-{[2-methoxy-4-(methylcarbamoyl) phenyl] amino} prop-1-yn-1-yl) imidazo[1,2-a]pyridin-3-yl]-N-methylcarbamate BrC=1C=2N(C=CC1)C(=C(N2)C#CCNC2=C(C=C(C=C2)C(NC)=O)OC)N(C(OC(C)(C)C)=O)C